C(CC)N(C=1C=CC2=C(C1)[Si]1(CCCCC1)C1=C(C23OC(C2=CC=C(C=C23)C(=O)OC(C)(C)C)=O)C=CC(=C1)N(CCC)CCC)CCC tert-butyl 3',7'-bis(dipropylamino)-3-oxo-3H-dispiro[isobenzofuran-1,10'-dibenzo[b,e]siline-5',1''-silinane]-6-carboxylate